CC(=CCN(C(CN1CCN(CC1)C(C1=CC=C(C=C1)C(F)(F)F)=O)=O)C=1C(N(C(N(C1)C)=O)C)=O)C N-(3-methylbut-2-en-1-yl)-N-(1,3-dimethyl-2,4-dioxo-1,2,3,4-tetrahydropyrimidin-5-yl)-2-(4-(4-trifluoromethylbenzoyl)piperazin-1-yl)acetamide